FC(C)(F)C=1C=C2C(=CC1)C(N(CC21CC1)CC(=O)NC1=NC=C(C=N1)F)=O 2-[6-(1,1-difluoroethyl)-1-oxospiro[3H-isoquinoline-4,1'-cyclopropane]-2-yl]-N-(5-fluoropyrimidin-2-yl)acetamide